C(C)(=O)O[C@H]1[C@@H](SC=2C=NC(=C(C2)Cl)C(F)(F)F)O[C@@H]([C@@H]([C@@H]1N=[N+]=[N-])OC(C)=O)COC(C)=O 5-Chloro-6-trifluoromethyl-pyridine-3-yl 2,4,6-tri-O-acetyl-3-azido-3-deoxy-1-thio-α-D-galactopyranoside